BrC1=C(C(=C(N1)C(=O)OC)C1C(C(=C(C=C1)C1=NC=CC(=N1)C)F)=O)C1=CC=C(C=C1)[N+](=O)[O-] Methyl 5-bromo-3-(3-fluoro-4-(4-methylpyrimidin-2-yl) oxo-phenyl)-4-(4-nitrophenyl)-1H-pyrrole-2-carboxylate